3-fluoro-5-iodo-N-(4-methoxybenzyl)pyrazin-2-amine FC=1C(=NC=C(N1)I)NCC1=CC=C(C=C1)OC